COCN(C1=NC(=NC(=N1)N(COC)COC)N(COC)COC)COC N,N,N',N',N'',N''-hexakis-methoxymethyl-[1,3,5]triazine-2,4,6-triamine